4-(pyridin-4-yl)benzoyl-acetonitrile N1=CC=C(C=C1)C1=CC=C(C(=O)CC#N)C=C1